ethyl 2-(4-isopropyl-1-oxo-[1,2,4]triazino[4,5-a]indol-2(1H)-yl)acetate C(C)(C)C1=NN(C(C=2N1C=1C=CC=CC1C2)=O)CC(=O)OCC